BrC=1C(=CC2=C(OCO2)C1)[C@@H]1NC=2C=CC(=CC2[C@H]2[C@@H]1CC=C2)C(C)=O 1-((3aS,4R,9bR)-4-(6-bromobenzo[d][1,3]dioxol-5-yl)-3a,4,5,9b-tetrahydro-3H-cyclopenta[c]quinolin-8-yl)ethan-1-one